C(CCC)C(COC(CCCCCCCCC(CCCCCCCCC(=O)OCC(CCCCCC)CCCC)NCCCCCCCCCC)=O)CCCCCC 10-(decylamino)nonadecanedioic acid bis(2-butyloctyl) ester